C1(=CC=CC1)C(=CC(=O)[O-])C1=CC=CC1 dicyclopentadi-enylacrylate